C(C#CC)(=O)N1C2C(CCC1)CN(C2)C2=C1C(=C(NC1=C(C=C2F)C(=O)N)C(F)(F)F)C 4-(1-(but-2-ynoyl)octahydro-6H-pyrrolo[3,4-b]pyridin-6-yl)-5-fluoro-3-methyl-2-(trifluoromethyl)-1H-indole-7-carboxamide